OC[C@H](C1=CC=CC=C1)NC1=CC(=NC=C1C=1OC(=NN1)C1=NC=CC=C1)NC1=CC=C2C(=N1)C(N(C2=O)CCC)(C)C (S)-2-((4-((2-hydroxy-1-phenylethyl)amino)-5-(5-(pyridin-2-yl)-1,3,4-oxadiazol-2-yl)pyridin-2-yl)amino)-7,7-dimethyl-6-propyl-6,7-dihydro-5H-pyrrolo[3,4-b]pyridin-5-one